2-(5-(3-(Dimethylamino)pyrrolidin-1-yl)pyrimidin-2-yl)-6-(3-methoxy-2-methylphenyl)phthalazin-1(2H)-one CN(C1CN(CC1)C=1C=NC(=NC1)N1C(C2=CC=C(C=C2C=N1)C1=C(C(=CC=C1)OC)C)=O)C